COC(=O)C1=CC=NC2=CC=C(C=C12)N1[C@@H](CCCC1)CF (S)-6-(2-(fluoromethyl)piperidin-1-yl)quinoline-4-carboxylic acid methyl ester